10,11-dioctylicosa-1,19-diene-1,20-diamine C(CCCCCCC)C(CCCCCCCC=CN)C(CCCCCCCC=CN)CCCCCCCC